Cl.CN(C/C=C/C(=O)O)C (2E)-4-(dimethylamino)but-2-enoic acid hydrochloride salt